N-(1-(3-(3-hydroxyphenyl)prop-2-yn-1-yl)-6-methoxy-3-methyl-2,4-dioxo-1,2,3,4-tetrahydropyrimidin-5-yl)ethenesulfonamide OC=1C=C(C=CC1)C#CCN1C(N(C(C(=C1OC)NS(=O)(=O)C=C)=O)C)=O